(S)-1-[(S)-1-[di(3,5-xylyl)phosphino]ethyl]-2-[2-[di(3,5-xylyl)phosphino]phenyl]ferrocene C1(=CC(=CC(=C1)C)C)P([C@@H](C)[C-]1C(=CC=C1)C1=C(C=CC=C1)P(C1=CC(=CC(=C1)C)C)C1=CC(=CC(=C1)C)C)C1=CC(=CC(=C1)C)C.[CH-]1C=CC=C1.[Fe+2]